6-(3-aminopropyl)-2-methanesulfonylpyridine-3-carbonitrile hydrochloride Cl.NCCCC1=CC=C(C(=N1)S(=O)(=O)C)C#N